6-[7-(aminocarbonyl)-2H-indazole-2-yl]-1,2,3,4-tetrahydroisoquinolinium NC(=O)C1=CC=CC2=CN(N=C12)C=1C=C2CC[NH2+]CC2=CC1